benzyl (R)-2-(2-((tert-butoxycarbonyl) amino)-3-(pyridin-2-yl) propoxy)-1-naphthoate C(C)(C)(C)OC(=O)N[C@@H](COC1=C(C2=CC=CC=C2C=C1)C(=O)OCC1=CC=CC=C1)CC1=NC=CC=C1